4-(6-(3-(4-ethylphenoxy)azetidin-1-yl)pyridine-3-yl)-2-fluoro-6-hydroxypyrazolo[1,5-a]pyridine-3-carbonitrile C(C)C1=CC=C(OC2CN(C2)C2=CC=C(C=N2)C=2C=3N(C=C(C2)O)N=C(C3C#N)F)C=C1